[Co].N1C(=NC=C1)C(=O)O.[N] nitrogen imidazolecarboxylic acid cobalt